NC(C[C@@](C)(C1CC1)NC(C1=CC(=C(C=C1)C1CC1)N1CC(CC1)(F)F)=O)=O N-[(2S)-4-amino-2-cyclopropyl-4-oxobutan-2-yl]-4-cyclopropyl-3-(3,3-difluoropyrrolidin-1-yl)benzamide